N12C[C@H](C(CC1)CC2)OC(N[C@@H]2C(CCC1=CC(=C(C=C21)F)C2=CC(=C(C=C2)OC(C)C)Cl)(C)C)=O (S)-quinuclidin-3-yl((R)-6-(3-chloro-4-isopropoxyphenyl)-7-fluoro-2,2-dimethyl-1,2,3,4-tetrahydronaphthalen-1-yl)carbamate